triaminodiethyleneglycol NC(C(N)(N)O)OCCO